The molecule is a phytoceramide in which the ceramide N-acyl group is specified as octacosanoyl. It is a N-acylphytosphingosine and a N-(ultra-long-chain-acyl)-sphingoid base. CCCCCCCCCCCCCCCCCCCCCCCCCCCC(=O)N[C@@H](CO)[C@@H]([C@@H](CCCCCCCCCCCCCC)O)O